(4-(1-methylcyclopropyl)phenyl)(4-methylenepiperidin-1-yl)methanone Iron (III) Chloride [Fe](Cl)(Cl)Cl.CC1(CC1)C1=CC=C(C=C1)C(=O)N1CCC(CC1)=C